FC=1C=C(C=CC1F)[C@H](C(F)(F)F)NS(=O)(=O)C=1C=NN(C(C1)=O)C (R)-N-(1-(3,4-difluorophenyl)-2,2,2-trifluoroethyl)-1-methyl-6-oxo-1,6-dihydropyridazine-4-sulfonamide